FC(F)(F)[C@@]1(C[C@H](O)[C@@H](CO)O1)N1C(=O)NC(=O)C=C1 tri-fluoromethyl-deoxyuridine